(rac)-5-bromo-3-ethyl-1,3-dihydro-2H-pyrrolo[2,3-b]pyridin-2-one BrC=1C=C2C(=NC1)NC([C@@H]2CC)=O |r|